COC=1C=C(C=CC1OC)CCO 2-(3,4-Dimethoxyphenyl)ethan-1-ol